(R)-2-(3-(3-(fluoro(4-methyl-4H-1,2,4-triazol-3-yl)methyl)oxetan-3-yl)phenyl)-6-((4-hydroxy-4-methylpiperidin-1-yl)methyl)-4-(trifluoromethyl)isoindolin-1-one F[C@H](C1(COC1)C=1C=C(C=CC1)N1C(C2=CC(=CC(=C2C1)C(F)(F)F)CN1CCC(CC1)(C)O)=O)C1=NN=CN1C